diseleno-folate C(CC[C@@H](C(=O)O)NC(=O)C1=CC=C(NCC2=CN=C3N=C(N)NC(=O)C3=N2)C=C1)(=[Se])[Se-]